BrC=1C=C(C(=C(C1)[C@H](CC(=O)OCC)NC(=O)OC(C)(C)C)F)F ethyl (3S)-3-(5-bromo-2,3-difluorophenyl)-3-[(tert-butoxycarbonyl)amino]propanoate